NC1=C(C(=NN1C1COCCC1)C1=CC(=C(C=C1F)CNC(C1=C(C=CC=C1)OC)=O)F)C#N N-[[4-(5-amino-4-cyano-1-tetrahydropyran-3-yl-pyrazol-3-yl)-2,5-difluoro-phenyl]methyl]-2-methoxy-benzamide